Cl.FC1=C(C=C(N)C=C1C)C 4-fluoro-3,5-dimethylaniline hydrochloride